Cl.N1=C(C=NC=C1)NC(=O)C1CNC1 N-(pyrazin-2-yl)azetidine-3-carboxamide hydrochloride